(S)-N-(1-(5-((5,6-Dimethyl-2,3-dihydro-1H-inden-2-yl)amino)pyridin-2-yl)-2,2,2-trifluoroethyl)-N-methylpivalamide CC=1C=C2CC(CC2=CC1C)NC=1C=CC(=NC1)[C@@H](C(F)(F)F)N(C(C(C)(C)C)=O)C